tert-butyl 2-(4-(trifluoromethyl)phenyl)-6,7-dihydrothieno[3,2-c]pyridine-5(4H)-carboxylate FC(C1=CC=C(C=C1)C1=CC=2CN(CCC2S1)C(=O)OC(C)(C)C)(F)F